4-(4-chlorothieno[2,3-b]pyridin-2-yl)benzaldehyde ClC1=C2C(=NC=C1)SC(=C2)C2=CC=C(C=O)C=C2